1-(2-amino-5-bromophenyl)ethan-1-one oxime NC1=C(C=C(C=C1)Br)C(C)=NO